tert-butyl (S)-4-(4-hydroxypiperidin-1-yl)-2-((S)-2-(4-oxo-4-phenylbutanoyl)-1,2,3,4-tetrahydroisoquinoline-3-carboxamido)butanoate OC1CCN(CC1)CC[C@@H](C(=O)OC(C)(C)C)NC(=O)[C@H]1N(CC2=CC=CC=C2C1)C(CCC(C1=CC=CC=C1)=O)=O